triethanolamine nitrogen [N].N(CCO)(CCO)CCO